C(C1=CC=CC=C1)OCC1=NN=C(N1C)C(F)(F)F 3-(Benzyloxymethyl)-4-methyl-5-(trifluoromethyl)-4H-1,2,4-triazole